(4-((3-methylpiperazin-3-yl)amino)-2-((4-(4-methylpiperazin-1-yl)phenyl)amino)-7H-pyrrolo[2,3-d]pyrimidin-5-yl)methanone sodium [Na].CC1(CNCCN1)NC=1C2=C(N=C(N1)NC1=CC=C(C=C1)N1CCN(CC1)C)NC=C2C=O